2-[amino(quinoxalin-2-yl)amino]ethanol NN(CCO)C1=NC2=CC=CC=C2N=C1